Tri-n-propylcitrat C(CC)C(C(C(C(=O)[O-])(CCC)CCC)(O)C(=O)[O-])C(=O)[O-]